2-[6-[4-(2,6-diazaspiro[3.3]heptan-2-yl)phenyl]-4-fluoro-1-oxo-isoindolin-2-yl]-2-(6,7-dihydro-5H-pyrrolo[1,2-c]imidazol-1-yl)-N-(2-pyridyl)acetamide, bis-trifluoroacetic acid salt FC(C(=O)O)(F)F.FC(C(=O)O)(F)F.C1N(CC12CNC2)C2=CC=C(C=C2)C2=CC(=C1CN(C(C1=C2)=O)C(C(=O)NC2=NC=CC=C2)C2=C1N(C=N2)CCC1)F